isopropyl (2R,3S,5R)-3-((difluoromethyl)sulfonamido)-2-((((1S,3S,6R)-6-(5-fluoropyrimidin-2-yl)bicyclo[4.1.0]heptan-3-yl)oxy)methyl)-5-methylpyrrolidine-1-carboxylate FC(S(=O)(=O)N[C@@H]1[C@@H](N([C@@H](C1)C)C(=O)OC(C)C)CO[C@@H]1C[C@@H]2C[C@@]2(CC1)C1=NC=C(C=N1)F)F